CC1=NOC(=C1C1=C2C(=NC(=C1)N1[C@@H](COCC1)C)C(=NS2)C2=CC=NN2)C (R)-4-(7-(3,5-dimethylisoxazol-4-yl)-3-(1H-pyrazol-5-yl)isothiazolo[4,5-b]pyridin-5-yl)-3-methylmorpholine